(2S,4r)-1-[(2S)-2-(4-cyclopropyl-triazol-1-yl)-3,3-dimethyl-butyryl]-4-hydroxy-N-(1-methyl-2-oxo-5,6,7,8-tetrahydroquinolin-5-yl)pyrrolidine-2-carboxamide C1(CC1)C=1N=NN(C1)[C@H](C(=O)N1[C@@H](C[C@H](C1)O)C(=O)NC1C=2C=CC(N(C2CCC1)C)=O)C(C)(C)C